C(C1=CC=CC=C1)OC1CC(C1)=NNS(=O)(=O)C1=CC=C(C=C1)C N'-(3-(benzyloxy)cyclobutylidene)-4-methylbenzenesulfonohydrazide